C[C@@H]1N([C@@H](CN(C1)CCOC1=C(C=C(C(=C1)C)[N+](=O)[O-])C=C)C)CC(=O)OC(C)(C)C tert-Butyl 2-((2S,6R)-2,6-dimethyl-4-(2-(5-methyl-4-nitro-2-vinylphenoxy)ethyl)piperazin-1-yl)acetate